Tert-butyl undecane-1-carboxylate C(CCCCCCCCCC)C(=O)OC(C)(C)C